[Fe].[Na].NCCNC(C(=O)O)C N-(2-aminoethyl)-aminopropionic acid sodium iron